2-(3-cyclohexenyl)ethyl-triethoxysilane tetra-tert-butylbenzenesulfonate C(C)(C)(C)C=1C(=C(C(=C(C1)S(=O)(=O)O)C(C)(C)C)C(C)(C)C)C(C)(C)C.C1(CC=CCC1)CC[Si](OCC)(OCC)OCC